(2-ethyl-1-((3-hydroxymethyl-4-((tetrahydro-2H-pyran-4-yl)methoxy)phenyl)sulfonyl)-1,2,3,4-tetrahydroquinolin-6-yl)2-propanol C(C)C1N(C2=CC=C(C=C2CC1)CC(C)O)S(=O)(=O)C1=CC(=C(C=C1)OCC1CCOCC1)CO